5-chloro-2-(difluoromethyl)-N-((1r,4r)-4-((3-(6-(2-hydroxy-2-methylpropoxy)pyridin-3-yl)-2-oxo-2,3-dihydro-1H-benzo[d]imidazol-1-yl)methyl)cyclohexyl)nicotinamide ClC=1C=NC(=C(C(=O)NC2CCC(CC2)CN2C(N(C3=C2C=CC=C3)C=3C=NC(=CC3)OCC(C)(C)O)=O)C1)C(F)F